2,3-diiodobutanedial IC(C=O)C(C=O)I